5-bromo-1,2,5,6-tetrahydropyridin-2-one BrC1C=CC(NC1)=O